4-(difluoromethyl)-3-methyl-5-oxo-4,5-dihydro-1H-1,2,4-triazolylphenylboronic acid FC(N1C(=NN(C1=O)C1=C(C=CC=C1)B(O)O)C)F